5-[4-[3,3-Difluoro-4-[2-(1-piperidinyl)ethoxy]pyrrolidin-1-yl]pyrrolo[2,1-f][1,2,4]triazin-6-yl]-1H-pyrimidine-2,4-dione formate salt C(=O)O.FC1(CN(CC1OCCN1CCCCC1)C1=NC=NN2C1=CC(=C2)C=2C(NC(NC2)=O)=O)F